BrC1=NNC(=N1)[N+](=O)[O-] 3-bromo-5-nitro-1,2,4-triazole